tri-O-benzyl-beta-D-galactopyranosyl-(1->4) 2-acetamido-3,6-di-O-benzyl-2-deoxy-beta-D-glucopyranoside C(C)(=O)N[C@H]1[C@H](O[C@H]2[C@H](OCC3=CC=CC=C3)[C@@H](OCC3=CC=CC=C3)[C@@H](OCC3=CC=CC=C3)[C@H](O2)CO)O[C@@H]([C@H]([C@@H]1OCC1=CC=CC=C1)O)COCC1=CC=CC=C1